BrC=1C=CC(=C(C1)NC1CCC2=C(C=CC=C12)C(F)(F)F)[N+](=O)[O-] N-(5-bromo-2-nitrophenyl)-4-(trifluoromethyl)-2,3-dihydro-1H-indene-1-amine